(2-(((1-(tert-butoxycarbonyl)piperidin-4-yl)methyl)amino)-5-chloro-3-methylphenyl)boronic acid C(C)(C)(C)OC(=O)N1CCC(CC1)CNC1=C(C=C(C=C1C)Cl)B(O)O